[N+](=O)([O-])C1=C(O)C=CC=C1O 2-Nitroresorcin